CON([C@@H](CS)C(=O)O)CC1=CC=CC=C1 methoxybenzyl-cysteine